C(C1=CC=CC=C1)(=O)O[C@H]1[C@H](O[C@@H]([C@@H]([C@@H]1OC(C1=CC=CC=C1)=O)OC(C1=CC=CC=C1)=O)CO)SCC=C (2R,3R,4S,5S,6R)-2-(allylthio)-6-(hydroxymethyl)tetrahydro-2H-pyran-3,4,5-triyl tribenzoate